ClC1=NC(=NC=C1C(F)(F)F)NC1=CC=C(C=C1)N1CCN(CC1)C 4-chloro-N-(4-(4-methylpiperazin-1-yl)phenyl)-5-(trifluoromethyl)pyrimidin-2-amine